tert-butyl 1-methyl-1,4,6,7-tetrahydro-5H-imidazo[4,5-c]pyridine-5-carboxylate CN1C=NC=2CN(CCC21)C(=O)OC(C)(C)C